C(C)(C)(C)[Si](OCC=1C=C(C=O)C=CC1OC(F)(F)F)(C)C 3-(((tert-butyldimethyl-silyl)oxy)methyl)-4-(trifluoromethoxy)benzaldehyde